N1C=NC(=C1)CNC(O[C@@H]1CC[C@H](CC1)C(N(C[C@@H]1CC[C@H](CC1)C1=CC(=C(C=C1)OC)C)C1=CC(=CC=C1)C=1C=NN(C1)C1CC1)=O)=O trans-4-((3-(1-Cyclopropyl-1H-pyrazol-4-yl)phenyl)((trans-4-(4-methoxy-3-methylphenyl)cyclohexyl)methyl)carbamoyl)cyclohexyl ((1H-imidazol-4-yl)methyl)carbamate